11-(benzyloxy)-8-methoxy-1,10-dioxo-N-(2,4,6-trifluorobenzyl)-1,3,4,5,6,7,8,10-octahydro-2,6a-methano[1,4]diazonino[9,1,2-cd]indolizine-9-carboxamide C(C1=CC=CC=C1)OC1=C2N3C4(CC(C3=C(C1=O)C(=O)NCC1=C(C=C(C=C1F)F)F)OC)CCCCN(C2=O)C4